C(C)(C)OCC1(CC1)CO (1-(isopropoxymethyl)cyclopropyl)methanol